methyl 2-(2-((5-bromo-1-methyl-1H-indazol-3-yl)carbamoyl)phenyl)acetate BrC=1C=C2C(=NN(C2=CC1)C)NC(=O)C1=C(C=CC=C1)CC(=O)OC